trans-tert-butyl 2-(4-(4-(4-amino-2-fluorophenyl)piperazin-1-yl)cyclohexyl)acetate NC1=CC(=C(C=C1)N1CCN(CC1)[C@@H]1CC[C@H](CC1)CC(=O)OC(C)(C)C)F